Cl.C(C)(C)N[C@@H](C(C)C)C(=O)OCOC(N(C)[C@]1(C(CCCC1)=O)C1=C(C=CC=C1)Cl)=O ((((S)-1-(2-chlorophenyl)-2-oxocyclohexyl)(methyl)carbamoyl)oxy)methyl isopropyl-L-valinate hydrogen chloride